dihydroquinoxaline-6-sulfonamide N1CC=NC2=CC(=CC=C12)S(=O)(=O)N